C(C1=CC=CC=C1)OC1=CC=C(C=C1)C[C@@H](C(=O)OC)NC(CC1CCN(CC1)C(CCC1=CC=C(C=C1)OCC)=O)=O Methyl (S)-3-(4-(benzyloxy)phenyl)-2-(2-(1-(3-(4-ethoxyphenyl)propanoyl)piperidin-4-yl)acetamido)propanoate